(1S)-(-)-camphoroic acid C([C@]1(C)C(C)(C)C(C(=O)O)CC1)(=O)O